3-{3-methyl-2-oxo-4-[4-(piperidin-4-yl)butyl]-1,3-benzodiazol-1-yl}piperidine-2,6-dione trifluoroacetate FC(C(=O)O)(F)F.CN1C(N(C2=C1C(=CC=C2)CCCCC2CCNCC2)C2C(NC(CC2)=O)=O)=O